ClC=1C(=NC=CC1SC=1C=2N(C=NC1)C=NN2)F 8-((3-Chloro-2-fluoropyridin-4-yl)thio)-[1,2,4]triazolo[4,3-c]pyrimidin